2-oxo-3-trityl-2,3-dihydro-oxazole-5-carboxylic acid ethyl ester C(C)OC(=O)C1=CN(C(O1)=O)C(C1=CC=CC=C1)(C1=CC=CC=C1)C1=CC=CC=C1